N-(3-fluoro-4-((2-oxo-1-(tetrahydrofuran-3-yl)-2,3-dihydro-1H-imidazo[4,5-b]pyridine-7-yl)oxy)phenyl)-1-phenyl-5-(trifluoromethyl)-1H-pyrazole-4-carboxamide FC=1C=C(C=CC1OC1=C2C(=NC=C1)NC(N2C2COCC2)=O)NC(=O)C=2C=NN(C2C(F)(F)F)C2=CC=CC=C2